N-(3-Chloro-4-fluorophenyl)-2-(5-oxooctahydropentalen-2-yl)-6,7-dihydro-5H-pyrrolo[1,2-a]imidazole-3-carboxamide ClC=1C=C(C=CC1F)NC(=O)C1=C(N=C2N1CCC2)C2CC1CC(CC1C2)=O